methyl 6-chloro-5-methyl-pyridine-2-carboxylate 1-oxido-pyridin-1-ium-2-carboxylate [O-][N+]1=C(C=CC=C1)C(=O)O.ClC1=C(C=CC(=N1)C(=O)OC)C